Tert-butyl (S)-2-(3-(6-((4-methylbenzyl)oxy)naphthalen-2-yl)-1,2,4-oxadiazol-5-yl)pyrrolidine-1-carboxylate CC1=CC=C(COC=2C=C3C=CC(=CC3=CC2)C2=NOC(=N2)[C@H]2N(CCC2)C(=O)OC(C)(C)C)C=C1